3-[bromo(difluoro)methyl]-6-[5-fluoro-6-(2,2,2-trifluoroethoxy)-3-pyridyl]-[1,2,4]triazolo[4,3-a]pyrazine BrC(C1=NN=C2N1C=C(N=C2)C=2C=NC(=C(C2)F)OCC(F)(F)F)(F)F